NS(=NC([C@H](C)C1=C(C=C(C=C1C(C)C)F)C(C)C)=O)(=O)C1=CN=C(S1)C(C)(C)O (R)-N-(amino(2-(2-hydroxypropan-2-yl)thiazol-5-yl)(oxo)-λ6-sulfaneylidene)-2-(4-fluoro-2,6-diisopropylphenyl)propanamide